C(C=C=C=C=C=C=CCCCC)(=O)NC(COC(C=1CC(C=CC1)=C=O)=O)NC(C=C=C=C=C=C=CCCCC)=O 3-Carbonylbenzoic acid-(Didodecahexaenamidoethyl) ester